4-fluoro-N-(5-methyl-2-(trifluoromethyl)-[1,2,4]triazolo[1,5-a]pyrimidin-7-yl)pyrrolidine-2-carboxamide FC1CC(NC1)C(=O)NC1=CC(=NC=2N1N=C(N2)C(F)(F)F)C